(E)-4-(chloromethyl)-2-(2-fluoro-4-(methylsulfonyl)styryl)oxazole ClCC=1N=C(OC1)\C=C\C1=C(C=C(C=C1)S(=O)(=O)C)F